FC(C1=CC=C(OCC=2SC=C(N2)CN(CC2=CC=3OCOC3C=C2)CC(C)C)C=C1)(F)F 2-(p-trifluoromethyl-phenoxymethyl)-4-(N-isobutyl-N-piperonyl-aminomethyl)-thiazole